ClC(C(=O)N[C@H]1CN(CCC=C1)C(=O)OC(C)(C)C)(Cl)Cl tert-butyl (R)-3-(2,2,2-trichloroacetamido)-2,3,6,7-tetrahydro-1H-azepine-1-carboxylate